COC(CC=1C=C2CCCN(C2=CC1)C(=O)OC(C)(C)C)=O tert-butyl 6-(2-methoxy-2-oxoethyl)-3,4-dihydroquinoline-1(2H)-carboxylate